ClC1=NC(=C(C(=N1)C1=CC=CC=C1)C#N)C1=CC=CC=C1 2-chloro-4,6-diphenylpyrimidine-5-carbonitrile